N-(1-(3-(hydrazinecarbonyl)pyrazin-2-yl)ethyl)-3,5-bis(trifluoromethyl)benzamide N(N)C(=O)C=1C(=NC=CN1)C(C)NC(C1=CC(=CC(=C1)C(F)(F)F)C(F)(F)F)=O